C(CCCCCCCCCC)NC(=O)N(CCCCCCCC)CCCCCCCC N-undecyl-N',N'-dioctylurea